tert-Butyl 6-((1-(6-(1-cyclopropyl-1-hydroxyethyl)-5-fluoropyridin-2-yl)-2-isopropyl-3-oxo-2,3-dihydro-1H-pyrazolo[3,4-d]pyrimidin-6-yl)amino)-3,4-dihydroisoquinoline-2(1H)-carboxylate C1(CC1)C(C)(O)C1=C(C=CC(=N1)N1N(C(C=2C1=NC(=NC2)NC=2C=C1CCN(CC1=CC2)C(=O)OC(C)(C)C)=O)C(C)C)F